ClC1=NC(=C(C(=N1)CC1(CCCC2=CC=CC=C12)C(=O)OC)[N+](=O)[O-])Cl methyl 1-((2,6-dichloro-5-nitropyrimidin-4-yl) methyl)-1,2,3,4-tetrahydronaphthalene-1-carboxylate